C12(CNCC(CNC1)(C2)C(=O)[O-])C(=O)[O-] 3,7-diaza-bicyclo[3.3.1]nonane-1,5-dicarboxylate